potassium 9-bromo-8-methoxy-1-(2,2,2-trifluoroethyl)-5,6-dihydroimidazo[5,1-a]isoquinoline-3-carboxylate BrC1=C(C=C2CCN3C(C2=C1)=C(N=C3C(=O)[O-])CC(F)(F)F)OC.[K+]